2-amino-4-oxo-5-(p-tolyl)-4,5-dihydrofuran-3-yl-5-d phenylmethanesulfonate C1(=CC=CC=C1)CS(=O)(=O)OC1=C(OC(C1=O)([2H])C1=CC=C(C=C1)C)N